N-(3-(3-(azetidin-1-yl)-1-(2,2,2-trifluoroethyl)-1H-pyrazolo[4,3-c]pyridin-6-yl)-1H-pyrazol-4-yl)-2-cyano-2-(piperidin-4-yl)acetamide N1(CCC1)C1=NN(C2=C1C=NC(=C2)C2=NNC=C2NC(C(C2CCNCC2)C#N)=O)CC(F)(F)F